COCC12CCN(CC2C1)C1=C(C(=O)OC)C=CC(=C1)[N+](=O)[O-] methyl 2-(6-(methoxymethyl)-3-azabicyclo[4.1.0]heptan-3-yl)-4-nitrobenzoate